(2R,3R,4R)-3-hydroxy-2,4,6-trimethyl-heptanoic acid O[C@@H]([C@H](C(=O)O)C)[C@@H](CC(C)C)C